5-methoxy-2-(methylsulfonyl)pyrido[4,3-d]pyrimidine COC1=NC=CC=2N=C(N=CC21)S(=O)(=O)C